N-[(2R)-3-(tert-butyldisulphanyl)-1-(dimethylamino)-1-oxopropan-2-yl]-N-methylcarbamic acid 9H-fluoren-9-ylmethyl ester C1=CC=CC=2C3=CC=CC=C3C(C12)COC(N(C)[C@H](C(=O)N(C)C)CSSC(C)(C)C)=O